γ-glycidoxypropyltrimethoxy-silane C(C1CO1)OCCC[Si](OC)(OC)OC